6-fluoro-4-hydroxy-7-methylchroman-2-carboxylic acid FC=1C=C2C(CC(OC2=CC1C)C(=O)O)O